N-(4-((S)-3-((S)-3-(3-chlorophenyl)-2,2-dimethylpyrrolidin-1-yl)-2-hydroxypropoxy)phenyl)-N-methylmethanesulfonamide ClC=1C=C(C=CC1)[C@H]1C(N(CC1)C[C@@H](COC1=CC=C(C=C1)N(S(=O)(=O)C)C)O)(C)C